tert-Butyl 3,3-Dimethyl-4-(6-nitropyridin-3-yl)piperazine-1-carboxylate CC1(CN(CCN1C=1C=NC(=CC1)[N+](=O)[O-])C(=O)OC(C)(C)C)C